bis((di-tert-butylphosphino)methyl)phenylamine C(C)(C)(C)P(C(C)(C)C)CN(C1=CC=CC=C1)CP(C(C)(C)C)C(C)(C)C